N[C@@H]1CN(CCC1)C1=C(C=NC(=C1)NC1=NC(=NC=C1)C1=C(C=CC=C1OC)F)C1=CC(=C(C(=O)N(C)C)C=C1)F (S)-4-(4-(3-aminopiperidin-1-yl)-6-((2-(2-fluoro-6-methoxyphenyl)pyrimidin-4-yl)amino)pyridin-3-yl)-2-fluoro-N,N-dimethylbenzamide